C(C=C)(=O)N1CC2(C1)CN(CC2)C2=NC=1C=C(CCC1C(=C2C#N)C2=NC=CC=C2C)C2=C(N=CS2)C 2-(2-acryloyl-2,6-diazaspiro[3.4]octan-6-yl)-4-(3-methylpyridin-2-yl)-7-(4-methylthiazol-5-yl)-5,6-dihydroquinoline-3-carbonitrile